4-(azocan-1-yl)-7-(8-ethylnaphthalen-1-yl)-2-((hexahydro-1H-pyrrolizin-7a-yl)methoxy)-5,6,7,8-tetrahydropyrido[3,4-d]pyrimidine N1(CCCCCCC1)C=1C2=C(N=C(N1)OCC13CCCN3CCC1)CN(CC2)C2=CC=CC1=CC=CC(=C21)CC